FC(C(=O)O)(F)F.F[C@H](CNC1=NC=C(C(=N1)NC1CCC(CC1)O)C1=NC=CC(=C1)CCCF)CC (1S,4r)-4-((2-(((S)-2-fluorobutyl)amino)-5-(4-(3-fluoropropyl)pyridin-2-yl)pyrimidin-4-yl)amino)cyclohexan-1-ol trifluoroacetate salt